5-(5-((2,3-difluoro-6-methoxybenzyl)oxy)-2-fluoro-4-methoxyphenyl)-4,6-dioxo-4,5,6,7-tetrahydro-1H-pyrazolo[3,4-d]pyrimidine-3-carboxylic acid FC1=C(COC=2C(=CC(=C(C2)N2C(NC3=C(C2=O)C(=NN3)C(=O)O)=O)F)OC)C(=CC=C1F)OC